ClCC(=O)N(C[C@H]1C(NCC1)=O)CC([C@H](CC(C)C)NC(OCC1=CC=CC=C1)=O)=O Benzyl ((S)-1-(2-chloro-N-(((S)-2-oxopyrrolidin-3-yl)methyl)acetamido)-5-methyl-2-oxohexan-3-yl)carbamate